3-[2-chloro-4-fluoro-5-(2-fluoro-5-methyl-3-pyridinyl)phenyl]-5-methyl-4H-isoxazole-5-carboxylic acid ethyl ester C(C)OC(=O)C1(CC(=NO1)C1=C(C=C(C(=C1)C=1C(=NC=C(C1)C)F)F)Cl)C